6-bromo-8-methyl-2-(pyrrolo[1,2-c]pyrimidin-3-yl)-3-((2-(trimethylsilyl)ethoxy)methyl)quinazolin-4(3H)-one BrC=1C=C2C(N(C(=NC2=C(C1)C)C1=CC=2N(C=N1)C=CC2)COCC[Si](C)(C)C)=O